3-((1-(2-azaspiro[3.3]hept-6-yl)-1H-pyrazol-4-yl)oxy)-5-(2,4-dimethyl-1,2,3,4-tetrahydroisoquinol-7-yl)pyrazin-2-amine C1NCC12CC(C2)N2N=CC(=C2)OC=2C(=NC=C(N2)C2=CC=C1C(CN(CC1=C2)C)C)N